4-(5,6-diphenylpyrazin-2-yl)cyclohexanoxyacetic acid C1(=CC=CC=C1)C=1N=CC(=NC1C1=CC=CC=C1)C1CCC(CC1)OCC(=O)O